1-[[3-[3-Fluoro-4-[(2-methylimidazol-1-yl)methyl]phenyl]-5-isobutyl-2-thienyl]sulfonyl]-3-(2-hydroxy-2-methyl-propyl)urea FC=1C=C(C=CC1CN1C(=NC=C1)C)C1=C(SC(=C1)CC(C)C)S(=O)(=O)NC(=O)NCC(C)(C)O